OC[C@H](C1=CC=CC=C1)NC1=NC(=NC=C1C=1OC=NN1)NC1=CC=C2C(C(COC2=C1)(C)C)=O (S)-7-(4-(2-hydroxy-1-phenylethylamino)-5-(1,3,4-oxadiazol-2-yl)pyrimidin-2-ylamino)-3,3-dimethylchroman-4-one